(1r,4r)-4-((4-(2,2-difluoroethoxy)-5-(quinolin-6-yl)pyrrolo[2,1-f][1,2,4]triazin-2-yl)amino)-1-methylcyclohexan-1-ol FC(COC1=NC(=NN2C1=C(C=C2)C=2C=C1C=CC=NC1=CC2)NC2CCC(CC2)(O)C)F